C(=O)(O)C=1C(=C(C(=O)NC2=C(C(=O)O)C=CC(=C2)C(=O)O)C=C(C1)O)O 2-(3-Carboxy-2,5-dihydroxybenzamido)terephthalic acid